FC(C(=O)O)(F)F.COC1=CC=2C3=C(C(=NC2C=C1OCCCN1CCCC1)NC(C)=O)CCC3 N-{8-methoxy-7-[3-(pyrrolidin-1-yl)propoxy]-1H,2H,3H-cyclopenta[c]quinolin-4-yl}acetamide trifluoroacetate